ClC1=C(C=CC2=C1C(=NCC=1N2N=C(N1)C(=O)NC1COC1)C1=C(C=CC=C1F)F)Cl 7,8-dichloro-6-(2,6-difluorophenyl)-N-(oxetan-3-yl)-4H-[1,2,4]triazolo[1,5-a][1,4]benzodiazepine-2-Carboxamide